BrC=1N=C2C(=NC1)N(C(C(=C2)C(NCC2=CC=C(C=C2)Cl)=O)=O)CC(=O)OC(C)(C)C tert-butyl [2-bromo-7-{[(4-chlorophenyl)methyl]carbamoyl}-6-oxopyrido[2,3-b]pyrazin-5(6H)-yl]acetate